ethyl (E)-7-(3-(3-chlorobenzylidene)-2,5-dioxopyrrolidinyl)heptanoate ClC=1C=C(\C=C/2\C(N(C(C2)=O)CCCCCCC(=O)OCC)=O)C=CC1